3-(trifluoromethyl)-5-(5-methyl-1H-imidazol-1-yl)benzenamine FC(C=1C=C(C=C(C1)N1C=NC=C1C)N)(F)F